NC1=C2N=CN(C2=NC(=N1)C=1C=C(C(=O)NC=2SC=C(N2)C)C=CC1)[C@@H]1CC[C@@H](CC1)C(C)(C)C 3-[6-amino-9-(cis-4-tert-butylcyclohexyl)-9H-purin-2-yl]-N-(4-methyl-1,3-thiazol-2-yl)benzamide